ClC1=NC=C(C=C1NS(=O)(=O)C)C=1C=C2C(=C(C=NC2=CC1)C#N)NC(C)C1=CC(=CC=C1)O N-(2-chloro-5-(3-cyano-4-((1-(3-hydroxyphenyl)ethyl)amino)quinolin-6-yl)pyridin-3-yl)methanesulfonamide